[2-chloro-4-[[3-[2,3-difluoro-4-(fluoromethoxy)phenyl]imidazo[1,2-a]pyrazin-8-yl]amino]phenyl]-[4-[(2S,4R)-4-hydroxypyrrolidine-2-carbonyl]piperazin-1-yl]methanone trifluoroacetate FC(C(=O)O)(F)F.ClC1=C(C=CC(=C1)NC=1C=2N(C=CN1)C(=CN2)C2=C(C(=C(C=C2)OCF)F)F)C(=O)N2CCN(CC2)C(=O)[C@H]2NC[C@@H](C2)O